OC1OC=C(C2C1C(CC2)CO)C(=O)OC methyl 1-hydroxy-7-(hydroxymethyl)-1,4a,5,6,7,7a-hexahydrocyclopenta[c]pyran-4-carboxylate